NC1=C(C=C(C=N1)CC#N)OC 2-(6-amino-5-methoxy-3-pyridyl)acetonitrile